NCCCS(=O)(=O)O.[Na] Sodium 3-amino-1-propanesulfonic acid